C(C)(C)(C)[C@@H]1CC=2C=C3C(=NC2CC1)SC(=C3)C(=O)N[C@H](CC[NH+]3[C@@H]([C@H](CCC3)O)CO)C3=CC=C(C=C3)C3=CNC(C=C3)=O (6S)-6-tert-butyl-N-[(1R)-1-[4-(6-oxo-1H-pyridin-3-yl)phenyl]-3-[(2R,3S)-3-hydroxy-2-(hydroxymethyl)piperidin-1-ium-1-yl]propyl]-5,6,7,8-tetrahydrothieno[2,3-b]quinoline-2-carboxamide